C1(=CC=CC=C1)P(C1=CC=CC=C1)CP(C1=CC=CC=C1)C1=CC=CC=C1.[Ru] ruthenium bis(diphenylphosphino)methane